methyl 3-oxo-4-(thiophen-3-ylmethyl)-3,4-dihydro-2H-benzo[b][1,4]thiazine-7-carboxylate O=C1N(C2=C(SC1)C=C(C=C2)C(=O)OC)CC2=CSC=C2